(3R-3-hydroxypyrrolidin-1-yl)-3-({[(3S)-1-(6-methylpyridin-3-yl)piperidin-3-yl][(2-methylpyridin-4-yl)methyl]amino}methyl)-1,4-dihydroquinolin-4-one O[C@H]1CN(CC1)C1(CNC2=CC=CC=C2C1=O)CN(CC1=CC(=NC=C1)C)[C@@H]1CN(CCC1)C=1C=NC(=CC1)C